(R,Z)-N-(4-((1-(3-(difluoromethyl)-2-fluorophenyl)ethyl)imino)-1,2-dimethyl-1,4-dihydropyrido[3,4-d]pyrimidin-6-yl)propane-2-sulfonamide FC(C=1C(=C(C=CC1)[C@@H](C)\N=C/1\C2=C(N(C(=N1)C)C)C=NC(=C2)NS(=O)(=O)C(C)C)F)F